OCCCC1C(CC1)(C(=O)OC(C)(C)C)C(=O)OC(C)(C)C di-tert-butyl 3-hydroxypropyl-cyclobutane-1,1-dicarboxylate